FC(C1=CN=NN1C1=CC=C(CNC(OC(C)(C)C)=O)C=C1)(F)F tert-butyl (4-(5-(trifluoromethyl)-1H-1,2,3-triazol-1-yl)benzyl)carbamate